(2R,3R)-(-)-2-benzyloxy-1,3,4-butanetriol C1=CC=C(C=C1)CO[C@H](CO)[C@@H](CO)O